(5S,8R)-N-(2,4-dichloro-6-fluorobenzyl)-8-hydroxy-5,6,7,8-tetrahydro-quinoline-5-carboxamide ClC1=C(CNC(=O)[C@@H]2C=3C=CC=NC3[C@@H](CC2)O)C(=CC(=C1)Cl)F